2-amino-4-chloro-N-((1R)-1-(2-pyrimidinyl)ethyl)-N-((5-(trifluoromethyl)-2-pyridinyl)methyl)-6-quinolinecarboxamide NC1=NC2=CC=C(C=C2C(=C1)Cl)C(=O)N(CC1=NC=C(C=C1)C(F)(F)F)[C@H](C)C1=NC=CC=N1